N-[3-(hydroxymethyl)oxetan-3-yl]-2-methyl-5-[(4-methyl-1,3-thiazol-5-yl)methoxy]-1-benzothiophene-3-carboxamide OCC1(COC1)NC(=O)C1=C(SC2=C1C=C(C=C2)OCC2=C(N=CS2)C)C